C(C1=CC=CC=C1)N1CC=2C(=C(N=C(C2CC1)N1CC2CCC(C1)N2C(=O)OC(C)(C)C)OCC21CCCN1C[C@@H](C2)F)C#N tert-butyl 3-(6-benzyl-4-cyano-3-(((2R)-2-fluorotetrahydro-1H-pyrrolizin-7a(5H)-yl)methoxy)-5,6,7,8-tetrahydro-2,6-naphthyridin-1-yl)-3,8-diazabicyclo[3.2.1]octane-8-carboxylate